(6-(4-Phenoxyphenyl)pyridazin-4-yl)(p-tolyl)methanone O(C1=CC=CC=C1)C1=CC=C(C=C1)C1=CC(=CN=N1)C(=O)C1=CC=C(C=C1)C